C([C@@H]1[C@@H]([C@@H]([C@H](C(O1)OC[C@@H]2[C@H]([C@@H]([C@H](C(O2)O[C@]3([C@H]([C@@H]([C@H](O3)CO)O)O)CO)O)O)O)O)O)O)O D-raffinose